6-[2-cyano-3-[[ethyl(methyl)sulfamoyl]amino]-6-fluoro-phenoxy]-4-oxo-3-(4-piperidyl)quinazoline C(#N)C1=C(OC=2C=C3C(N(C=NC3=CC2)C2CCNCC2)=O)C(=CC=C1NS(N(C)CC)(=O)=O)F